C(C=C)(=O)N1CCC(CC1)C(=O)NCCC(=O)N1CCN(CC1)C1=NC(=NC(=N1)C=1C(=NC(=NC1)N)C(F)F)N1CCOCC1 1-acryloyl-N-(3-(4-(4-(2-amino-4-(difluoromethyl)pyrimidin-5-yl)-6-morpholino-1,3,5-triazin-2-yl)piperazin-1-yl)-3-oxopropyl)piperidine-4-carboxamide